N-(naphthalen-2-yl)-5,7-bis(trifluoromethyl)-1H-benzo[d]imidazol-2-amine C1=C(C=CC2=CC=CC=C12)NC1=NC2=C(N1)C(=CC(=C2)C(F)(F)F)C(F)(F)F